3-(8-((4-(azepan-1-ylmethyl)benzyl)oxy)-2-methyl-4-oxoquinazolin-3(4H)-yl)piperidine-2,6-dione N1(CCCCCC1)CC1=CC=C(COC=2C=CC=C3C(N(C(=NC23)C)C2C(NC(CC2)=O)=O)=O)C=C1